The molecule is a fluorobenzoate that is the conjugate base of 4-fluorobenzoic acid. It has a role as a bacterial xenobiotic metabolite. It derives from a benzoate. It is a conjugate base of a 4-fluorobenzoic acid. C1=CC(=CC=C1C(=O)[O-])F